C(C)OC(=O)C=1NC2=C(C=CC(=C2C1)NC1=CC(=C(C=C1)F)OC(F)(F)F)F 4-((3-trifluoromethoxy-4-fluorophenyl)amino)-7-fluoro-1H-indole-2-carboxylic acid ethyl ester